C(CCCCC)(=O)OCC.[Al] aluminium ethyl hexanoate